BrC=1C=C(C=CC1N1CCN(CC1)C)C(CC)=O 1-(3-Bromo-4-(4-methylpiperazin-1-yl)phenyl)propan-1-one